(R)-2-chloro-N-(5-(difluoromethyl)-6-(2H-1,2,3-triazol-2-yl)pyridin-3-yl)-8-methyl-8-(trifluoromethyl)-7,8-dihydro-6H-pyrazolo[1,5-a]pyrrolo[2,3-e]pyrimidine-6-carboxamide ClC1=NN2C(N=CC3=C2[C@@](CN3C(=O)NC=3C=NC(=C(C3)C(F)F)N3N=CC=N3)(C(F)(F)F)C)=C1